4-chloro-N-(cyclopropylmethyl)furo[2,3-b]pyridine-2-carboxamide ClC1=C2C(=NC=C1)OC(=C2)C(=O)NCC2CC2